Cl.NCC1(CC1)C(=O)OC methyl 1-(aminomethyl)cyclopropanecarboxylate hydrochloride